ClC=1C=C(C=C2C=NN(C12)C)N 7-chloro-1-methyl-indazol-5-amine